3-cyclopropyl-N-(2-fluoro-2-methylpropyl)-7-[(5-methylsulfonylpyridin-3-yl)amino]-7,8-dihydro-6H-cyclopenta[g]isoquinoline-5-sulfonamide C1(CC1)C=1N=CC=2C=C3C(=C(C2C1)S(=O)(=O)NCC(C)(C)F)CC(C3)NC=3C=NC=C(C3)S(=O)(=O)C